OC1=CC=C(C=C1)N1C(N(C(CC1)=O)CC1=CC=C(C=C1)OC)=O (4-hydroxyphenyl)-3-[(4-methoxyphenyl)methyl]hexahydro-pyrimidine-2,4-dione